CC(C)(C)C1=CC=C(C=C1)I 4-iodo-tert-butylbenzene